C1(=CC=C(C=C1)C1=NC(=NC(=N1)C1=CC=C(C=C1)C1=CC=CC=C1)C1=C(C=C(C=C1)OCC(CCCC)CC)O)C1=CC=CC=C1 2-[4,6-Di(4-Biphenylyl)-1,3,5-Triazin-2-Yl]-5-(2-Ethylhexyloxy)Phenol